2-Chlorotrityl chloride HCl Cl.ClC1=C(C(C2=CC=CC=C2)(C2=CC=CC=C2)Cl)C=CC=C1